thiolene acrylate C(C=C)(=O)O.S1C=CCC1